C(CCC)OC(=O)N[C@H](C(=O)O)CNC(=O)C=1C=NN(C1)CCC1=NC=2NCCCC2C=C1 (S)-2-((butoxycarbonyl)amino)-3-(1-(2-(5,6,7,8-tetrahydro-1,8-naphthyridin-2-yl)ethyl)-1H-pyrazole-4-carboxamido)propanoic acid